CC1NC2=C(C(NC1)=O)C=CC=C2[N+](=O)[O-] 2-methyl-9-nitro-1,2,3,4-tetrahydro-1,4-benzodiazepin-5-one